N-((1S,3r)-3-(4-(2-chlorophenyl)-5-(thiazol-2-yl)-4H-1,2,4-triazol-3-yl)cyclobutyl)-4-fluorobenzamide ClC1=C(C=CC=C1)N1C(=NN=C1C=1SC=CN1)C1CC(C1)NC(C1=CC=C(C=C1)F)=O